OCCOC(C1=CC(C(=O)OCCO)=CC=C1)=O isophthalic acid bis(2-hydroxyethyl) ester